(E)-((2-(2-fluoro-4-(trifluoromethyl)styryl)oxazol-4-yl)methyl)triphenylphosphonium chloride [Cl-].FC1=C(/C=C/C=2OC=C(N2)C[P+](C2=CC=CC=C2)(C2=CC=CC=C2)C2=CC=CC=C2)C=CC(=C1)C(F)(F)F